OC=1C=C(C=C2C(N(C(N2C)=[Se])C2=CC=C(C=C2)C)=O)C=C(C1)O 5-(3,5-dihydroxybenzylidene)-1-methyl-3-(4-tolyl)-2-selenoxoimidazolidin-4-one